2-(((benzyloxy)carbonyl)amino)-2-methylpent-4-enoic acid C(C1=CC=CC=C1)OC(=O)NC(C(=O)O)(CC=C)C